1-methyl-4-(1-methyl-4-(4-((E)-4-(trifluoromethyl)styryl)benzamido)-1H-pyrrole-2-carboxamido)-N-((Z)-3-(methylamino)-3-(methylimino)propyl)-1H-pyrrole-2-carboxamide CN1C(=CC(=C1)NC(=O)C=1N(C=C(C1)NC(C1=CC=C(C=C1)\C=C\C1=CC=C(C=C1)C(F)(F)F)=O)C)C(=O)NCC/C(=N/C)/NC